3,4,5,6-tetrahydropyrimidine-2-thiol N1=C(NCCC1)S